FC=1C=NC2=CC=C(N=C2C1N)OC 3-fluoro-6-methoxy-1,5-naphthyridin-4-amine